(2R,3R,4R,5S)-4-(4-chloro-2-fluorophenyl)-3-(3-chlorophenyl)-4-cyano-5-((1-methylcyclopentyl)methyl)pyrrolidine-2-carboxylic acid tert-butyl ester C(C)(C)(C)OC(=O)[C@@H]1N[C@H]([C@]([C@H]1C1=CC(=CC=C1)Cl)(C#N)C1=C(C=C(C=C1)Cl)F)CC1(CCCC1)C